1,4-dibromo-3,6-bis[(trimethylsilyl)ethynyl]benzene BrC1=CC(=C(C=C1C#C[Si](C)(C)C)Br)C#C[Si](C)(C)C